benzyl 3-[(1-methylpyrazol-4-yl)amino]piperidine-1-carboxylate CN1N=CC(=C1)NC1CN(CCC1)C(=O)OCC1=CC=CC=C1